C[C@@H]1N(C2=CC=CC=C2[C@@H](C1)NC1=CC=C(C=C1)B1OC(C(O1)(C)C)(C)C)C(CC)=O 1-((2S,4R)-2-Methyl-4-((4-(4,4,5,5-tetramethyl-1,3,2-dioxaborolan-2-yl)phenyl)amino)-3,4-dihydroquinolin-1(2H)-yl)propan-1-one